3-(5-[(isopropylamino)methyl]furan-2-yl)propanoic acid C(C)(C)NCC1=CC=C(O1)CCC(=O)O